2,4-dichloro-5-(1H-1,2,3-triazol-4-yl)pyridine ClC1=NC=C(C(=C1)Cl)C=1N=NNC1